ClC1=CC=C2C(=CNC2=C1)S(=O)(=O)NC1=NC(=C(C(=N1)OC)OCC(F)F)OC 6-chloro-N-[5-(2,2-difluoroethoxy)-4,6-dimethoxy-pyrimidin-2-yl]-1H-indole-3-sulfonic acid amide